tertbutyl (6,6-difluorospiro[3.3]heptan-2-yl)carbamate FC1(CC2(CC(C2)NC(OC(C)(C)C)=O)C1)F